C(C)(C)(C)OC(=O)C=1C=C(C(=O)C2=CC=C(C=C2)C(=O)OC(C)(C)C)C=CC1C(=O)OC(C)(C)C 3,4,4'-tris(tert-butyloxycarbonyl)benzophenone